N1CCC(CC1)C1=CC2=C(C=C1)C1(C(NC(CC1)=O)=O)CO2 6-(piperidin-4-yl)-2H-spiro[benzofuran-3,3'-piperidine]-2',6'-dione